21-Hydroxy-octacosanoic acid OC(CCCCCCCCCCCCCCCCCCCC(=O)O)CCCCCCC